(p-tolyl)-1-p-toluenesulfonyl-5,6-dihydropyridin-2(1H)-one C1(=CC=C(C=C1)C=1C(N(CCC1)S(=O)(=O)C1=CC=C(C)C=C1)=O)C